FC(C=1C=C(C=CC1F)C=1C=C2C(=NC1)C(=NN2CC(=O)O)C)F (6-(3-(Difluoromethyl)-4-fluorophenyl)-3-methyl-1H-pyrazolo[4,3-b]pyridin-1-yl)acetic acid